Methyl (4-(3-amino-7-(3-methoxy-3-methylbut-1-yn-1-yl)-1H-indazol-5-yl)pyridin-2-yl)carbamate NC1=NNC2=C(C=C(C=C12)C1=CC(=NC=C1)NC(OC)=O)C#CC(C)(C)OC